ClC=1C=C(C=CC1F)C(COC)(C)NC1=NC2=C(N1)C=CC=C2CNC(=O)NC (+)-1-((2-((2-(3-chloro-4-fluorophenyl)-1-methoxyprop-2-yl)amino)-1H-benzo[d]imidazol-4-yl)methyl)-3-methylurea